C(#N)C=1C(=NC=CN1)N(S(=O)(=O)C)C([2H])([2H])[2H] N-(3-cyanopyrazin-2-yl)-N-(methyl-d3)methanesulfonamide